C(C)OC(CN(C)C1CCCC2=CC(=CC=C12)OCC1=C(C(=CC=C1)Br)C)=O N-(6-(3-bromo-2-methylbenzyloxy)-1,2,3,4-tetrahydronaphthalen-1-yl)-N-methylglycine ethyl ester